1-(3-(methoxymethoxy)-4-(4,4,5,5-tetramethyl-1,3,2-dioxaborolan-2-yl)phenyl)-4-methyl-1H-1,2,3-triazole COCOC=1C=C(C=CC1B1OC(C(O1)(C)C)(C)C)N1N=NC(=C1)C